N-(3,3-diphenylallyl)-N-(4-methoxyphenethyl)-3,3-diphenylprop-2-en-1-amine C1(=CC=CC=C1)C(=CCN(CC=C(C1=CC=CC=C1)C1=CC=CC=C1)CCC1=CC=C(C=C1)OC)C1=CC=CC=C1